FC=1C(=NC(=NC1)NC1=CC=C(C=N1)N1CC(N(CC1)C)=O)C1=CC2=C(OCCN2C(C)C)C(=C1)F 4-(6-((5-fluoro-4-(8-fluoro-4-isopropyl-3,4-dihydro-2H-benzo[b][1,4]oxazin-6-yl)pyrimidin-2-yl)amino)pyridin-3-yl)-1-methylpiperazin-2-one